N1=C(C=CC=C1)C(=O)C1=NC=CC=C1 bis-(2-pyridyl) ketone